2-methyl-7-((tetrahydroxy-2H-pyran-2-yl)oxy)hept-4-yn-3-one CC(C)C(C#CCCOC1OC(=C(C(=C1O)O)O)O)=O